2-(3-methoxyphenyl)-2-nitrocyclohexanone COC=1C=C(C=CC1)C1(C(CCCC1)=O)[N+](=O)[O-]